methyl-N-acetyl-L-phenylalanine CN([C@@H](CC1=CC=CC=C1)C(=O)O)C(C)=O